Cl.N[C@H](C(=O)N1[C@@H](C[C@H](C1)O)C(=O)NCC1=CC=C(C=C1)C1=C(N=CS1)C)C (2S,4R)-1-((S)-2-aminopropionyl)-4-hydroxy-N-(4-(4-methylthiazol-5-yl)benzyl)pyrrolidine-2-carboxamide, hydrochloride